COC(COCCOCCOCCOC)Cl chlorotetraethylene glycol dimethyl ether